tert-butyl 2-chloro-5-[cyclopropylmethyl-[5-(3,5-dichlorophenyl)-5-(tri-fluoromethyl)-4H-isoxazol-3-yl]amino]-benzoate ClC1=C(C(=O)OC(C)(C)C)C=C(C=C1)N(C1=NOC(C1)(C(F)(F)F)C1=CC(=CC(=C1)Cl)Cl)CC1CC1